2-(6-(((1S,4S,5S,6R)-6-fluoro-2-azabicyclo[2.2.2]octan-5-yl)oxy)pyridazin-3-yl)-5-(1H-imidazol-1-yl)phenol F[C@H]1[C@H]([C@@H]2CN[C@H]1CC2)OC2=CC=C(N=N2)C2=C(C=C(C=C2)N2C=NC=C2)O